6-(2-aminoethyl)-2-chloro-N-[(furan-2-yl)methyl]-7H-pyrrolo[2,3-d]pyrimidin-4-amine NCCC1=CC2=C(N=C(N=C2NCC=2OC=CC2)Cl)N1